N-(5-(((1r,4r)-4-((tert-butyldimethylsilyl)oxy)cyclohexyl)methoxy)-1,3,4-thiadiazol-2-yl)-3'-fluoro-5'-methoxy-2',6-dimethyl-(4,4'-bipyridine)-3-carboxamide [Si](C)(C)(C(C)(C)C)OC1CCC(CC1)COC1=NN=C(S1)NC(=O)C=1C=NC(=CC1C1=C(C(=NC=C1OC)C)F)C